NC1=C(N=C(S1)C1=C(C=CC=C1F)F)C(=O)NC=1C(=C2C(=NC1)C(CC2)O)N2C[C@H](CCC2)N 5-amino-N-{4-[(3S)-3-aminopiperidin-1-yl]-7-hydroxy-6,7-dihydro-5H-cyclopenta[b]pyridin-3-yl}-2-(2,6-difluorophenyl)-1,3-thiazole-4-carboxamide